7-hydroxy-3,7-dimethyl-caprylaldehyde OC(CCCC(CC=O)C)(C)C